2-amino-3-(2-fluoro-4-hydroxyphenyl)propanoic acid NC(C(=O)O)CC1=C(C=C(C=C1)O)F